OC1=C(C(/C=C/C2=CC(=CC=C2)OC)=O)C=CC(=C1)O 2',4'-Dihydroxy-3-methoxychalcone